(R)-3-(6-(7-ethyl-5H-pyrrolo[2,3-b]pyrazin-2-yl)-2-(2-Methylpyrimidine-5-carbonyl)-1,2,3,4-tetrahydroisoquinolin-8-yl)morpholine-4-carboxylic acid tert-butyl ester C(C)(C)(C)OC(=O)N1[C@@H](COCC1)C=1C=C(C=C2CCN(CC12)C(=O)C=1C=NC(=NC1)C)C=1N=C2C(=NC1)NC=C2CC